chloro-7,7-dimethyl-10-(piperazin-1-yl)indolo[1,2-a]quinazolin-5(7H)-one ClC1=CC=CC=2C(N=C3N(C12)C1=CC(=CC=C1C3(C)C)N3CCNCC3)=O